N1=C(C=CC=C1)C1=NC2=C(N1)C=CC(=C2)C#N 2-(pyridin-2-yl)-1H-benzo[d]imidazole-5-carbonitrile